FC(S(=O)(=O)NC1=C(C=C(C=C1)C1=NNC(=C1C(=O)N)NC1=NN(C(=C1)C(F)(F)F)C)O[C@@H](C)C1=CC=C(C=C1)F)F (S)-3-(4-((difluoromethyl)sulfonamido)-3-(1-(4-fluorophenyl)ethoxy)phenyl)-5-((1-methyl-5-(trifluoromethyl)-1H-pyrazol-3-yl)amino)-1H-pyrazole-4-carboxamide